BrC=1C=CC(=NC1)[C@H]1C=CC[C@H]([C@@H]1C(=O)OC)C(=O)O (1R,5S,6R)-5-(5-bromopyridin-2-yl)-6-(methoxycarbonyl)cyclohex-3-ene-1-carboxylic acid